ClC1=NC(=NC(=N1)CC(C)C1=CC(=C(C=C1)OC)F)N[C@@H](CO)CC(C)C (2R)-2-((4-Chloro-6-(2-(3-fluoro-4-methoxyphenyl)propyl)-1,3,5-triazin-2-yl)amino)-4-methylpentan-1-ol